sodium carbon oxide [C]=O.[Na]